6-oxooctahydro-2H-pyrido[1,2-a]pyrazin O=C1CCCC2N1CCNC2